C(OCC)(OC(C)OC1=CC(=CC(=C1C1=CC(=CC=C1)C)OC(C)OC(OCC)=O)CCCCC)=O diethyl (((3'-methyl-4-pentyl-[1,1'-biphenyl]-2,6-diyl)bis(oxy))bis(ethane-1,1-diyl)) bis(carbonate)